1'-(10-bromo-7,8-difluoro-6,11-dihydrodibenzo[b,e]thiepin-11-yl)-4',6'-dioxo-1',2',4',6'-tetrahydrospiro[cyclobutane-1,3'-pyrido[1,2-b]pyridazin]-5'-yl acetate C(C)(=O)OC=1C(C=CN2N(CC3(C(C21)=O)CCC3)C3C2=C(SCC1=C3C(=CC(=C1F)F)Br)C=CC=C2)=O